ClC1=CC(=C(N=N1)C(=O)NC([2H])([2H])[2H])NC1=C(C=C(C=C1)C1=NN(C=N1)C)OC(F)(F)F 6-chloro-N-(methyl-d3)-4-((4-(1-methyl-1H-1,2,4-triazol-3-yl)-2-(trifluoromethoxy)phenyl)amino)pyridazine-3-carboxamide